4-(4-((6-aminopyridin-3-yl)oxy)pyridin-2-yl)-1-methyl-1H-pyrazol-3-ol NC1=CC=C(C=N1)OC1=CC(=NC=C1)C=1C(=NN(C1)C)O